ClC1=C(C=C2CN(C(C2=C1)=O)C1CCN(CC1)C(=O)OC(C)(C)C)[N+](=O)[O-] tert-butyl 4-(6-chloro-5-nitro-1-oxoisoindolin-2-yl)piperidine-1-carboxylate